4-[2-(2-benzyloxy-6-bromo-4-fluoro-phenyl)ethynyl]tetrahydropyran C(C1=CC=CC=C1)OC1=C(C(=CC(=C1)F)Br)C#CC1CCOCC1